S1C(=NC2=C1C=CC=C2)C(CC2=CC(=CC=C2)C(N)=NO)NS(=O)(=O)C=2C=C(C(=O)NC1CCOCC1)C=CC2 3-[[1-(1,3-benzothiazol-2-yl)-2-[3-(N'-hydroxycarbamimidoyl)phenyl]ethyl]sulfamoyl]-N-tetrahydropyran-4-yl-benzamide